4-((5-Chloro-1-(4-bromobenzyl)-1H-indol-3-yl)(hydroxy)methyl)-3-methylenedihydrofuran-2(3H)-one ClC=1C=C2C(=CN(C2=CC1)CC1=CC=C(C=C1)Br)C(C1C(C(OC1)=O)=C)O